COC(=O)N1C(COCC1)CC1=C(N=C2N1C=CC(=C2)C)C2=C(C=C(C=C2F)C#N)F ((2-(4-cyano-2,6-difluorophenyl)-7-methylimidazo[1,2-a]pyridin-3-yl)methyl)morpholine-4-carboxylic acid methyl ester